N-(1-((2R,5S,6R)-6-((bis(4-methoxyphenyl)(phenyl)methoxy)methyl)-5-hydroxytetrahydro-2H-pyran-2-yl)-2-oxo-1,2-dihydropyrimidin-4-yl)acetamide COC1=CC=C(C=C1)C(OC[C@@H]1[C@H](CC[C@@H](O1)N1C(N=C(C=C1)NC(C)=O)=O)O)(C1=CC=CC=C1)C1=CC=C(C=C1)OC